2-benzyl-4-benzyl-1,2,4-thiadiazole-3,5-dione C(C1=CC=CC=C1)N1SC(N(C1=O)CC1=CC=CC=C1)=O